1-(6-fluoro-1-methyl-1H-indol-3-yl)ethan-1-one-O-methyloxime CON=C(C)C1=CN(C2=CC(=CC=C12)F)C